FC(OC1=C(C=C(C=N1)C=1C=C2C(=NC=NC2=CC1)N1CCN(CC1)C(=O)OC(C)(C)C)NS(=O)(=O)C1=C(C=C(C=C1)F)F)F tert-butyl 4-(6-(6-(difluoromethoxy)-5-((2,4-difluorophenyl)sulfonamido)pyridin-3-yl)quinazolin-4-yl)piperazine-1-carboxylate